N-[(3S,4R)-3-fluoro-1-methylpiperidin-4-yl]-6-[7-methoxy-8-(prop-2-enamido)naphthalen-2-yl]pyridine-2-carboxamide F[C@H]1CN(CC[C@H]1NC(=O)C1=NC(=CC=C1)C1=CC2=C(C(=CC=C2C=C1)OC)NC(C=C)=O)C